chlorodifluoro-ethane ClC(C)(F)F